N-(6-octylnaphthalen-2-yl)piperazine-1-carboxamide hydrochloride Cl.C(CCCCCCC)C=1C=C2C=CC(=CC2=CC1)NC(=O)N1CCNCC1